1,3,5-tri(p-formylphenyl)benzene C(=O)C1=CC=C(C=C1)C1=CC(=CC(=C1)C1=CC=C(C=C1)C=O)C1=CC=C(C=C1)C=O